C(#N)C1=C(C=CC(=C1)F)C1=NC=2N(C(=C1)C)N(CC2C(=O)O)[C@H](C)C2CC2 (R)-5-(2-cyano-4-fluorophenyl)-N-(1-cyclopropylethyl)-7-methylpyrazolo[1,5-a]Pyrimidine-3-carboxylic acid